trifluoromethylboronic acid methyliminodiacetate CN(CC(=O)O)CC(=O)O.FC(F)(F)B(O)O